2-methoxyethane COCC